[Zr].[Hf].[K].[Cu] copper potassium-hafnium-zirconium